7-(1,4-diazepan-1-yl)-2-(2-methylimidazo[1,2-a]pyridin-6-yl)-4H-pyrido[1,2-a]pyrimidin N1(CCNCCC1)C=1C=CC=2N(CC=C(N2)C=2C=CC=3N(C2)C=C(N3)C)C1